phenanthrolinate ruthenium (II) [Ru+2].N1=C(C=CC2=CC=C3C=CC=NC3=C12)C(=O)[O-].N1=C(C=CC2=CC=C3C=CC=NC3=C12)C(=O)[O-]